2-(benzylthio)ethanol C(C1=CC=CC=C1)SCCO